(E)-3,7-dimethylnon-6-enal CC(CC=O)CC\C=C(\CC)/C